FC(C(=O)O)(C(C(C(C(C(C(C(C(F)(F)F)(F)F)(F)F)(F)F)(F)F)(F)F)(F)F)(F)F)F perfluorodecanoic acid